4-(5-(4-fluorobenzyl)-5H-pyrrolo[2,3-b]pyrazin-3-yl)-3,5-dimethylisoxazole FC1=CC=C(CN2C=CC=3C2=NC(=CN3)C=3C(=NOC3C)C)C=C1